n-docosyl hexyl ketone C(CCCCC)C(=O)CCCCCCCCCCCCCCCCCCCCCC